C(C1=CC=CC=C1)[C@@]1(N(CCC1)CCC#C)C(=O)O.BrC1=C(C(=CC=C1)O)CC(C=C)=O (2-bromo-6-hydroxy-phenyl)but-3-en-2-one benzyl-but-3-yn-1-yl-L-prolinate